C1(=CC=CC=C1)C=1SC(=C(N1)C1=CC=CC=C1)C(=O)N1C[C@@H]2CNC[C@@H]2C1 (2,4-diphenylthiazol-5-yl)((3aR,6aS)-hexahydropyrrolo[3,4-c]pyrrol-2(1H)-yl)methanone